dimethyl (2-hydroxypropyl) borate B(OC)(OC)OCC(C)O